C(\C=C\C(=O)O)(=O)O.C(C)N(C(C1=C(C=CC(=C1)F)OC1=C(N=CN=N1)N1CC2(CN(C2)[C@H](CCNCCOC)C(C)C)CC1)=O)C(C)C (R)-N-ethyl-5-fluoro-N-isopropyl-2-((5-(2-(1-((2-methoxyethyl)amino)-4-methylpentan-3-yl)-2,6-diazaspiro[3.4]oct-6-yl)-1,2,4-triazin-6-yl)oxy)benzamide fumarate